[Cl-].CCCCCCC=CCCC undec-7-ene chloride salt